ClC=1C=C2C=3C=C(C=C(C3NC2=CC1Cl)CCNC(OC(C)(C)C)=O)NC1=CC(=C(C=C1)Cl)Cl tert-butyl 2-(6,7-dichloro-3-(3,4-dichlorophenylamino)-9H-carbazol-1-yl)ethylcarbamate